6-isopropyl-N-(4-(4-(2-methoxyethyl)piperazin-1-yl)pyridin-2-yl)benzo[d]-thiazol-2-amine C(C)(C)C1=CC2=C(N=C(S2)NC2=NC=CC(=C2)N2CCN(CC2)CCOC)C=C1